methyl 2-(bromomethyl)-3-chloro-5-iodobenzoate BrCC1=C(C(=O)OC)C=C(C=C1Cl)I